fluoro-N,N,N',N'-tetramethylformamidinium hexafluorophosphate CN(C)C(=[N+](C)C)F.F[P-](F)(F)(F)(F)F